4-(1-methyl-1H-pyrrolo[2,3-b]pyridin-4-yl)-1-oxo-1,3-dihydro-2H-pyrrolo[3,4-c]pyridine-2-carboxylic acid tert-butyl ester C(C)(C)(C)OC(=O)N1CC=2C(=NC=CC2C1=O)C1=C2C(=NC=C1)N(C=C2)C